BrC1=NC2=CC=C(C(=C2C(=C1)Br)Cl)F 2,4-dibromo-5-chloro-6-fluoroquinoline